ethyl-paraben, sodium salt [Na].C(C)OC(=O)C1=CC=C(O)C=C1